C1(=CC=CC=C1)[Se]C(C(=O)[O-])C(=O)[O-] 2-(phenylselenyl)malonate